2-chloro-4-(3-chloro-1H-1,2,4-triazol-1-yl)-5-fluoropyrimidine ClC1=NC=C(C(=N1)N1N=C(N=C1)Cl)F